1-((5-fluoro-2-methoxy-3-nitrophenyl)imino)tetrahydro-1H-1λ6-Thiophene 1-oxide FC=1C=C(C(=C(C1)N=S1(CCCC1)=O)OC)[N+](=O)[O-]